(S)-pyridin N1=CC=CC=C1